FC(C1CCN(CC1)C1=NC=C(C=N1)NC1CCC(CC1)N)(F)F N1-(2-(4-(trifluoromethyl)piperidin-1-yl)pyrimidin-5-yl)cyclohexane-1,4-diamine